5-[5-(1H-1,3-benzodiazol-5-yl)-1,3,4-oxadiazol-2-yl]-2-[(cyclopropylmethyl)amino]benzonitrile N1C=NC2=C1C=CC(=C2)C2=NN=C(O2)C=2C=CC(=C(C#N)C2)NCC2CC2